C(C)(=O)C1(C(C1)C=C)C(=O)NC1=CC=C(C=C1)C 1-acetyl-N-(4-methyl-phenyl)-2-vinylcyclopropane-1-formamide